fluorodithiane tetrafluoroborate F[B-](F)(F)F.FC1SSCCC1